NC1=C2N=CN(C2=NC(=N1)F)[C@H]1C[C@@H]([C@@](O1)(C#C)CO[P@](=O)(OC1=CC=CC=C1)N[C@@H](CC1=CC=CC=C1)C(=O)OCC(CCCCCCCC)CCCCCCCC)O 2-Octyldecyl ((S)-(((2R,3S,5R)-5-(6-amino-2-fluoro-9H-purin-9-yl)-2-ethynyl hydroxytetrahydrofuran-2-yl)methoxy)(phenoxy)phosphoryl)-L-phenylalaninate